C1(CC1)C(CN1N=CC2=NC=C(C=C21)C2=CC(=CC=C2)F)=O Cyclopropyl-2-[6-(3-fluorophenyl)pyrazolo[4,3-b]pyridin-1-yl]ethanone